C1(CC1)CNC=1C2=C(N=C(N1)C1=C(C(=CC(=C1F)OC)OC)F)C=NC(=C2)N[C@H]2[C@H](COC2)NC(C=C)=O N-((3R,4S)-4-((4-((cyclopropylmethyl)amino)-2-(2,6-difluoro-3,5-dimethoxyphenyl)pyrido[3,4-d]pyrimidin-6-yl)amino)tetrahydrofuran-3-yl)acrylamide